oxo-N-(1H-pyrazolo[4,3-c]pyridin-7-yl)-2-[rac-(2R,5S)-5-methyl-2-(2-tetrahydrofuran-3-ylindazol-6-yl)-1-piperidyl]acetamide O=C(C(=O)NC=1C2=C(C=NC1)C=NN2)N2[C@H](CC[C@@H](C2)C)C=2C=CC1=CN(N=C1C2)C2COCC2 |r|